FCCOC=1C=C(C=NC1)NC(=O)C1=NC2=NC=3C=CC=CC3N2C=C1 N-[5-(2-fluoroethoxy)pyridin-3-yl]-1,8,10-triazatricyclo[7.4.0.02,7]trideca-2(7),3,5,8,10,12-hexaene-11-carboxamide